Fmoc-serine methyl ester COC([C@@H](NC(=O)OCC1C2=CC=CC=C2C2=CC=CC=C12)CO)=O